C(C)OC=1N=C(SC1C(=O)O)C1=NC=NC(=C1)NCCC1=C(C=CC2=CC=CC=C12)OC 4-Ethoxy-2-{6-[2-(2-methoxy-naphthalen-1-yl)-ethylamino]-pyrimidin-4-yl}-thiazole-5-carboxylic Acid